C(C1=CC=CC=C1)OC=1C=C(C=CC1)[C@@H](CO)C (S)-2-(3-(benzyloxy)phenyl)propan-1-ol